2-phenylethyl methacrylate phenoxyethyl-acrylate O(C1=CC=CC=C1)CCOC(C=C)=O.C(C(=C)C)(=O)OCCC1=CC=CC=C1